COCCOC1=NN(C(=C1C)NC(=O)N[C@@H]1CN(C[C@H]1C1=CC=CC=C1)CC(F)(F)F)C1=CC=CC=C1 1-(3-(2-methoxyethoxy)-4-methyl-1-phenyl-1H-pyrazol-5-yl)-3-((trans)-4-phenyl-1-(2,2,2-trifluoroethyl)pyrrolidin-3-yl)urea